4-(3-Bromophenoxy)benzenesulfonic acid BrC=1C=C(OC2=CC=C(C=C2)S(=O)(=O)O)C=CC1